2-(carbomethoxy)ethyl-trimethoxysilane C(=O)(OC)CC[Si](OC)(OC)OC